FC(S(=O)(=O)[O-])(F)F.C(C)[S+]1CCN(CC1)C(=O)C=1OC(=CC1)C1=CC(=CC=C1)C(F)(F)F 1-ethyl-4-(5-(3-(trifluoromethyl)phenyl)furan-2-carbonyl)thiomorpholin-1-ium trifluoromethanesulfonate